C(C)(C)OC1=CC=2N(C=C1C(=O)NC=1C(N(C=CC1)[C@H]1[C@@H](C1)C)=O)C=C(N2)[C@@]21CO[C@@](CC2)(C1)C trans-7-isopropoxy-2-((1S,4R)-1-methyl-2-oxabicyclo[2.2.1]heptan-4-yl)-N-(1-(2-methylcyclopropyl)-2-oxo-1,2-dihydropyridin-3-yl)imidazo[1,2-a]pyridine-6-carboxamide